N-(((1r,3r)-3-aminocyclobutyl)methyl)-2-(4-isopropylpiperidin-1-yl)pyrimidin-5-amine NC1CC(C1)CNC=1C=NC(=NC1)N1CCC(CC1)C(C)C